4-Methyl-N-[4-(4-methyl-piperazin-1-yl)-phenyl]-3-{4-[5-(1-methyl-1H-pyrazol-3-yl)-pyridin-3-yl]-pyrimidin-2-ylamino}-benzamide CC1=C(C=C(C(=O)NC2=CC=C(C=C2)N2CCN(CC2)C)C=C1)NC1=NC=CC(=N1)C=1C=NC=C(C1)C1=NN(C=C1)C